(S)-(1-(5-chloro-2-ethoxyphenethyl)piperidin-3-yl)methanamine difumarate C(\C=C\C(=O)O)(=O)O.C(\C=C\C(=O)O)(=O)O.ClC=1C=CC(=C(CCN2C[C@@H](CCC2)CN)C1)OCC